5-hydroxy-7-((2-methyl-[1,1'-biphenyl]-3-yl)methoxy)-2,3-dihydro-1H-indene-4-carbaldehyde OC1=C(C=2CCCC2C(=C1)OCC=1C(=C(C=CC1)C1=CC=CC=C1)C)C=O